FC(CN1C(=NC=2C1=NC(=CC2)C=2C=CN1N=C(N=CC12)N[C@@H]1CN(C[C@@H]1F)C1COC1)C)F 5-(3-(2,2-difluoroethyl)-2-methyl-3H-imidazo[4,5-b]pyridin-5-yl)-N-((3R,4S)-4-fluoro-1-(oxetan-3-yl)pyrrolidin-3-yl)pyrrolo[2,1-f][1,2,4]triazin-2-amine